C(C)OC(=O)N1CC2C(C(C1)C2)N2C[C@H]1C([C@H]1C2)C(N(CC)CC)=O 6-[(1R,5S,6r)-6-(diethylcarbamoyl)-3-azabicyclo[3.1.0]hexane-3-yl]-3-azabicyclo[3.1.1]heptane-3-carboxylic acid ethyl ester